C(C)O[Si](CCCNC(OCCOC(C=C)=O)=O)(OCC)OCC 2-propenoic acid 9,9-diethoxy-4-oxo-3,10-dioxa-5-aza-9-sila-dodec-1-yl ester